(2-(methylsulfonyl)ethyl)-4-phenylisoindoline-2-carbonitrile CS(=O)(=O)CCC1N(CC2=C(C=CC=C12)C1=CC=CC=C1)C#N